(7R,8aS)-7-(2,3-dichloro-6-methoxyphenyl)-hexahydro-[1,3]oxazolo[3,4-a]pyridin-3-one ClC1=C(C(=CC=C1Cl)OC)[C@H]1C[C@@H]2N(CC1)C(OC2)=O